(9aR,10S)-10-((S)-(2,4-difluorophenyl)(3-fluorophenyl)methyl)-4-hydroxy-8,9,9a,10-tetrahydro-7H-pyrrolo[1',2':4,5]pyrazino[1,2-b]pyridazine-3,5-dione FC1=C(C=CC(=C1)F)[C@@H]([C@H]1[C@@H]2N(C(C=3N1N=CC(C3O)=O)=O)CCC2)C2=CC(=CC=C2)F